2,4-dihydroxy-6-methoxybenzaldehyde OC1=C(C=O)C(=CC(=C1)O)OC